(2-(2,6-dioxopiperidin-3-yl)-3-oxoisoindolin-5-yl)methyl(4-cyano-3,5-dimethylphenyl)carbamate O=C1NC(CCC1N1CC2=CC=C(C=C2C1=O)OC(N(C1=CC(=C(C(=C1)C)C#N)C)C)=O)=O